C[C@@H]1N(C[C@H](N(C1)CC=1N=NN(C1)C)C)C1=CC(N(C=2C=CC(=NC12)C#N)C)=O 8-((2s,5r)-2,5-dimethyl-4-((1-methyl-1H-1,2,3-triazol-4-yl)methyl)piperazin-1-yl)-5-methyl-6-oxo-5,6-dihydro-1,5-naphthyridine-2-carbonitrile